benzyltriethyl-ammonium hydroxide [OH-].C(C1=CC=CC=C1)[N+](CC)(CC)CC